NC1=NC=CC(=C1N)C=1C=NN(C1)C1=CC=C(C=N1)C(C(=O)NCC(F)(F)F)C1CC1 2-(6-(4-(2,3-diaminopyridin-4-yl)-1H-pyrazol-1-yl)pyridin-3-yl)-2-cyclopropyl-N-(2,2,2-trifluoroethyl)acetamide